tert-butyl 4-[4-amino-2-fluoro-5-(methylamino)phenyl]piperazine-1-carboxylate NC1=CC(=C(C=C1NC)N1CCN(CC1)C(=O)OC(C)(C)C)F